(S)-N1-(7-methoxy-5-methyl-4-oxo-2,3,4,5-tetrahydrobenzo[b][1,4]oxazepin-3-yl)-N2-phenethyloxalamide COC1=CC2=C(OC[C@@H](C(N2C)=O)NC(C(=O)NCCC2=CC=CC=C2)=O)C=C1